N-[4-(2-fluorophenoxy)-2-{(3S)-4-methyl-3-[(methylamino)methyl]piperazin-1-yl}-3-(trifluoromethyl)phenyl]-1-(pyridazin-4-yl)-1H-pyrazole-3-carboxamide FC1=C(OC2=C(C(=C(C=C2)NC(=O)C2=NN(C=C2)C2=CN=NC=C2)N2C[C@@H](N(CC2)C)CNC)C(F)(F)F)C=CC=C1